C(CCCCCCCCC)C(CCCCCCCCCCCCC)(CCCCCCCCCC)O didecyl-tetradecyl alcohol